COC1=CC=C(C=COC(C(=O)OCC\C=C/CC)C)C=C1 (Z)-hex-3-en-1-yl 2-((4-methoxystyryl)oxy)propanoate